ethyl 3-((pyrazine-2-carboxamido)methyl)-4,5-dihydroisoxazole-5-carboxylate N1=C(C=NC=C1)C(=O)NCC1=NOC(C1)C(=O)OCC